ClC1=C(C(=O)O)C=C(C=C1)C=1C=NN(C1)C=1N(N=C(C1C(F)(F)F)O)C 2-chloro-5-[1-[5-hydroxy-2-methyl-4-(trifluoromethyl)pyrazol-3-yl]Pyrazol-4-yl]Benzoic acid